C1(=CC=CC=C1)C1=NC=CC=N1 Phenyl-PYRIMIDINE